C1=NC=CC=2C3(CC=CC12)N=C1N(C=C(C=C1)C#N)C3 6'H-spiro[imidazo[1,2-a]pyridine-2,5'-isoquinoline]-6-carbonitrile